(bromomethyl)-7-oxabicyclo[2.2.1]heptane BrCC12CCC(CC1)O2